5-chloro-2-[[6-chloro-3-(morpholinomethyl)-4-quinolinyl]amino]benzoic acid ClC=1C=CC(=C(C(=O)O)C1)NC1=C(C=NC2=CC=C(C=C12)Cl)CN1CCOCC1